6-[5-(3-cyclopropylpiperazin-1-yl)pyrazin-2-yl]-2-methyl-1,3-benzoxazol-5-ol C1(CC1)C1CN(CCN1)C=1N=CC(=NC1)C1=CC2=C(N=C(O2)C)C=C1O